4-benzyloxy-2-[2-(3,4-difluoro-2-methyl-phenoxy)-3-quinolinyl]-5-(dimethylamino)-3-methyl-pyridine-3-carboxylic acid ethyl ester C(C)OC(=O)C1(C(N=CC(=C1OCC1=CC=CC=C1)N(C)C)C=1C(=NC2=CC=CC=C2C1)OC1=C(C(=C(C=C1)F)F)C)C